C(C1=CC=CC=C1)OC1=C(C=O)C=C(C=C1)O[Si](C)(C)C(C)(C)C 2-(benzyloxy)-5-((tert-butyldimethylsilyl)oxy)benzaldehyde